COC1=NC=CC=C1NC1=CC2=NC3=CC=CC=C3N(C2=CC1=NCCN1C(=NC=C1C)[N+](=O)[O-])C1=CC=C(C=C1)OC(F)(F)F N-(2-methoxypyridin-3-yl)-3-((2-(5-methyl-2-nitro-1H-imidazol-1-yl)ethyl)imino)-5-(4-(trifluoromethoxy)phenyl)-3,5-dihydrophenazin-2-amine